(Z)-ethyl 6-(2-cyanoprop-1-en-1-yl)-5-nitronicotinate C(#N)\C(=C/C1=NC=C(C(=O)OCC)C=C1[N+](=O)[O-])\C